O=C1N(CC2=NC(=CC=C21)NCC2=CSC=C2)CCNC(C)=O N-(2-(5-oxo-2-((thiophen-3-ylmethyl)amino)-5,7-dihydro-6H-pyrrolo[3,4-b]pyridin-6-yl)ethyl)acetamide